5-(4-amino-2-methylphenyl)-7-methyl-7H-pyrrolo[2,3-d]pyrimidin-4-amine NC1=CC(=C(C=C1)C1=CN(C=2N=CN=C(C21)N)C)C